C(C)OC(=O)[C@H]1N([C@H]1CC)S(=O)C(C)(C)C (2S,3S)-1-(tert-butylsulfinyl)-3-ethyl-aziridine-2-carboxylic acid ethyl ester